CN1N=CC2=CC(=CC=C12)C12OCC(CC1)(CC2)CN(C(=O)C2CCOCC2)C=2C=C(OCC(=O)OC)C=CC2 methyl 2-(3-(N-((1-(1-methyl-1H-indazol-5-yl)-2-oxabicyclo[2.2.2]octan-4-yl)methyl) tetrahydro-2H-pyran-4-carboxamido) phenoxy)acetate